C(#N)C=1C(=CC(=NC1)NC1=C(C=C(C=C1)N1CCN(CC1)CC)C(=O)OC(C)(C)C)NC1CCCCC1 tert-butyl (2-((5-cyano-4-(cyclohexylamino) pyridin-2-yl) amino)-5-(4-ethylpiperazin-1-yl) phenyl)carboxylate